C(C#CC)N1C=CC2=C1N=C(C=C2C=O)Cl (but-2-yn-1-yl)-6-chloro-1H-pyrrolo[2,3-b]pyridine-4-carbaldehyde